N-(4-cyclopropylphenyl)-2-[(1-methyl-1H-tetrazol-5-yl)sulfanyl]-5-nitrobenzamide C1(CC1)C1=CC=C(C=C1)NC(C1=C(C=CC(=C1)[N+](=O)[O-])SC1=NN=NN1C)=O